OC1=C(C=C2C(=NC=NC2=C1)C1=CC=C(C=C1)C(C(=O)N)C1=CC=C(C=C1)C(F)(F)F)OC (4-(7-hydroxy-6-methoxyquinazolin-4-yl)phenyl)-2-(4-(Trifluoromethyl)phenyl)acetamide